(R)-2-(((1,4-dioxan-2-yl)methyl)amino)-9-hydroxy-6,7-dihydro-4H-pyrimido[6,1-a]isoquinolin-4-one O1[C@@H](COCC1)CNC1=NC(N2C(C3=CC=C(C=C3CC2)O)=C1)=O